trans-1-chloro-1-nonene Cl\C=C\CCCCCCC